CS(=O)(=O)CCCCCCCN=C=S 7-methylsulfonyl-heptyl isothiocyanate